Lithium Hafnium [Hf].[Li]